FC1=CC=C(C=C1)C1=NC=C(C=N1)CCCCC 2-(4-fluoro-phenyl)-5-pentylpyrimidine